3-{1-[3,5-Bis(trifluoromethyl)benzamido]ethyl}-6-methylpyrazin FC(C=1C=C(C(=O)NC(C)C=2C=NC(=CN2)C)C=C(C1)C(F)(F)F)(F)F